5-(2,6-Difluorophenoxy)-1-(4-((3-fluorophenyl)sulfonyl)-3-methylpiperazin-1-yl)2,2-dimethylpentan-1-one FC1=C(OCCCC(C(=O)N2CC(N(CC2)S(=O)(=O)C2=CC(=CC=C2)F)C)(C)C)C(=CC=C1)F